C(C)(C)(C)C1N(CCC(C1)OC1=NC(=CC=C1F)CC1=C(C=C(C=C1)Cl)F)C(=O)OC1(CCN(CC1)C1=NC(=NC=C1)Cl)C1=CC=C(C=C1)F (2-chloropyrimidin-4-yl)-4-(4-fluorophenyl)piperidin-4-ol tert-butyl-4-((6-(4-chloro-2-fluorobenzyl)-3-fluoropyridin-2-yl)oxy)piperidine-1-carboxylate